(1R,2S,6R)-2-(4-bromophenyl)-4,4-difluoro-6-((2-fluoro-4-(trifluoromethyl)phenyl)carbamoyl)cyclohexane-1-carboxylic acid BrC1=CC=C(C=C1)[C@@H]1[C@H]([C@@H](CC(C1)(F)F)C(NC1=C(C=C(C=C1)C(F)(F)F)F)=O)C(=O)O